(R)-(1-cyclopropylethyl)carbamate C1(CC1)[C@@H](C)NC([O-])=O